C(=O)(O)C=1C=C(OC2=CC=C(C=C2)CC2=CC=C(C=C2)OC2=CC(=C(C=C2)C(=O)O)C(=O)O)C=CC1C(=O)O Bis[4-(3,4-dicarboxyphenoxy)phenyl]methane